phthalimidoperoxycaproic acid C1=CC=C2C(=C1)C(=O)N(C2=O)CCCCCC(=O)OO